C(C)N(CCOC(=O)C1=NC=CN=C1C(C)N(C(C1=CC(=CC(=C1)C(F)(F)F)C(F)(F)F)=O)C)C.C(C)(C)C1=C(C=CC=C1)[I+]C1=CC=C(C=C1)C Isopropyl-phenyl-(p-tolyl)iodonium 2-(Ethyl(methyl)amino)ethyl-3-(1-(N-methyl-3,5-bis(trifluoromethyl)benzamido)ethyl)pyrazine-2-carboxylate